tert-butyl (3R,4R)-3-amino-4-((4-(trifluoromethyl)benzyl)oxy)pyrrolidine-1-carboxylate N[C@@H]1CN(C[C@H]1OCC1=CC=C(C=C1)C(F)(F)F)C(=O)OC(C)(C)C